dimethyl-5H,7H-indeno[2,1-b]carbazole CC1(C2=CC=CC=C2C=2C1=CC=1NC3=CC=CC=C3C1C2)C